(3-benzyl-1-(1-(4-fluorophenyl)-6-methyl-1H-indazol-5-yl)-3-azabicyclo[3.1.0]hexan-6-yl)(phenyl)methyl acetate C(C)(=O)OC(C1=CC=CC=C1)C1C2CN(CC12C=1C=C2C=NN(C2=CC1C)C1=CC=C(C=C1)F)CC1=CC=CC=C1